4-((7-((1-(methylsulfonyl)piperidin-4-yl)amino)-2-phenyl-1H-indol-5-yl)methyl)thiomorpholine 1,1-dioxide CS(=O)(=O)N1CCC(CC1)NC=1C=C(C=C2C=C(NC12)C1=CC=CC=C1)CN1CCS(CC1)(=O)=O